2-hydroxypropyl-trimethyl-ammonium Chloride [Cl-].OC(C[N+](C)(C)C)C